(S)-1-(5-chloro-3-fluoro-pyridin-2-yl)-3-(oxetan-3-yl)-4-(4-(trifluoromethyl)-benzyl)piperazine-2,5-dione ClC=1C=C(C(=NC1)N1C([C@@H](N(C(C1)=O)CC1=CC=C(C=C1)C(F)(F)F)C1COC1)=O)F